NC1=NC=NN2C1=CC=C2[C@]2([C@@H]([C@@H]([C@H](O2)COP(=O)(OCCC(C(=O)[O-])(C)C)OCCC(C(=O)[O-])(C)C)O)O)C#N (((((2R,3S,4R,5R)-5-(4-aminopyrrolo[2,1-f][1,2,4]triazine-7-yl)-5-cyano-3,4-dihydroxytetrahydrofuran-2-yl)methoxy)phosphoryl)bis(oxy))bis(methylene)bis(2,2-dimethylpropionate)